COC1=CC=CC(=N1)[C@@H](C)N |r| (rac)-1-(6-methoxypyridin-2-yl)ethan-1-amine